FC1(C(CN(CC1)C(=O)OCC1=CC=CC=C1)C1=CC(=NC=C1)C=O)F benzyl 4,4-difluoro-3-(2-formylpyridin-4-yl)piperidine-1-carboxylate